1-methoxy-3-trimethylsiloxy-buta-1,3-diene COC=CC(=C)O[Si](C)(C)C